1-[5-tert-butyl-2-methyl-2H-pyrazol-3-yl]-3-[4-(2-morpholin-4-yl-ethoxy)naphthalen-1-yl]-urea C(C)(C)(C)C=1C=C(N(N1)C)NC(=O)NC1=CC=C(C2=CC=CC=C12)OCCN1CCOCC1